ClC=1N=C2C(=C(C(N(C2=CC1)C)=O)C#N)N1CCC(CC1)(O)CC1=NC=C(C=C1)Cl 6-chloro-4-(4-((5-chloropyridin-2-yl)methyl)-4-hydroxypiperidin-1-yl)-1-methyl-2-oxo-1,2-dihydro-1,5-naphthyridine-3-carbonitrile